[Cl-].[Cl-].C1(C=CC2=CC=CC=C12)C(CC)(CC)C1(C=CC=C1)[Zr+2]C1(C=CC=C1)C(CC)(CC)C1C=CC2=CC=CC=C12 bis((3-indenyl-pentan-3-yl)cyclopentadienyl)zirconium dichloride